Indole-6-amide N1C=CC2=CC=C(C=C12)C(=O)N